tert-butyl (S)-4-(2-(4-(5-chloro-2-(4-chloro-1H-1,2,3-triazol-1-yl) phenyl)-6-oxopyrimidine-1(6H)-yl)-3-phenylpropanamido)benzoate ClC=1C=CC(=C(C1)C=1N=CN(C(C1)=O)[C@H](C(=O)NC1=CC=C(C(=O)OC(C)(C)C)C=C1)CC1=CC=CC=C1)N1N=NC(=C1)Cl